C(CCCCCCCCCCC)[N+](CCCS(=O)(=O)O)(C)C N-dodecyl-N,N-dimethyl-3-ammonio-1-propanesulfonic acid